octynoic acid C(C#CCCCCC)(=O)O